C(C1=CC=CC=C1)OC(/C=C/C)C (E)-4-benzyloxy-2-pentene